2H-thiopyran-1,1-dioxide S1(CC=CC=C1)(=O)=O